di-anisoyl-tartaric acid C(C1=CC=C(C=C1)OC)(=O)C(C(C(=O)O)(O)C(C1=CC=C(C=C1)OC)=O)(O)C(=O)O